ClC=1N=CC2=C(N1)N(C(=C2)C(OCC)OCC)C2=CC=CC=N2 6-(2-chloro-6-(diethoxymethyl)-7H-pyrrolo[2,3-d]pyrimidin-7-yl)pyridine